ClC1=C(C(=O)O)C=C(C=C1)C1=CC(=CC=C1)COC=1C=C2CN(C(C2=C(C1)C)=O)C1CCCC1 2-Chloro-5-{3-[(2-cyclopentyl-7-methyl-1-oxoisoindolin-5-yloxy)methyl]phenyl}benzoic acid